FC=1C=C2C(N(C=NC2=CC1C1=NC=C(C=N1)OCCO)CCC[C@H](C)NC=1C=NNC(C1C(F)(F)F)=O)=O (S)-6-fluoro-7-(5-(2-hydroxyethoxy)pyrimidin-2-yl)-3-(4-((6-oxo-5-(trifluoromethyl)-1,6-dihydropyridazin-4-yl)amino)pentyl)quinazolin-4(3H)-one